C(C)OCC=1C=NC=C(C(=O)NC2=CC(=CC=C2)[C@H](C)NC2=CN=C3C(=N2)N(N=C3)C)C1 (S)-5-(ethoxymethyl)-N-(3-(1-((1-methyl-1H-pyrazolo[3,4-b]pyrazin-6-yl)amino)ethyl)phenyl)nicotinamide